(S)-2-amino-N-(5-(3,5-dimethylisoxazol-4-yl)pyridin-2-yl)-2-((1r,4S)-4-methylcyclohexyl)acetamide N[C@H](C(=O)NC1=NC=C(C=C1)C=1C(=NOC1C)C)C1CCC(CC1)C